CN(C(OC(C)(C)C)=O)C=1C(=NC=C(C1)C(F)(F)F)NC=1SC=C(N1)C=1C=C2C(=CN1)N(C(C2(C)C)=O)C tert-butyl methyl(5-(trifluoromethyl)-2-((4-(1,3,3-trimethyl-2-oxo-2,3-dihydro-1H-pyrrolo[2,3-c]pyridin-5-yl)thiazol-2-yl)amino)pyridin-3-yl)carbamate